Methyl 2-((2-(1-((tert-butoxycarbonyl)(2-(6-methoxy-3-nitropyridin-2-yl)ethyl)-amino)ethyl)-4-fluorophenyl)amino)-5-(trifluoromethyl)benzoate C(C)(C)(C)OC(=O)N(C(C)C1=C(C=CC(=C1)F)NC1=C(C(=O)OC)C=C(C=C1)C(F)(F)F)CCC1=NC(=CC=C1[N+](=O)[O-])OC